2-methylpyrazolo[1,5-a]pyridine-5-carboxylate CC1=NN2C(C=C(C=C2)C(=O)[O-])=C1